NC1=NN2C3=C1C(NC[C@@H](OC1=C(CN(C(=N3)C=C2)C(C([2H])([2H])[2H])([2H])[2H])C(=C(C=C1)F)C#N)C)=O (7S)-3-amino-14-(2H5)ethyl-11-fluoro-7-methyl-4-oxo-4,5,6,7,13,14-hexahydro-1,15-ethenopyrazolo[4,3-f][1,4,8,10]benzoxatriazacyclotridecine-12-carbonitrile